OC1=C(C=CC=C1)C1=CC=2N3CCN(C[C@H]3CNC2N=N1)C1=NC=C(C=N1)C1CCN(CC1)C(=O)OC(C)(C)C tert-butyl 4-[2-[(10R)-4-(2-hydroxyphenyl)-1,5,6,8,12-pentazatricyclo[8.4.0.02,7]tetradeca-2(7),3,5-trien-12-yl]pyrimidin-5-yl]piperidine-1-carboxylate